ICCCCC(C)I 1,5-Di-iodohexane